ClC=1C=C2C=NN(C2=CC1N1CCN(CC1)C1(COC1)C)C=1C=NN(C1)C1=NC=C(C=N1)OC(F)F 5-chloro-1-{1-[5-(difluoromethoxy)pyrimidin-2-yl]-1H-pyrazol-4-yl}-6-[4-(3-methyloxetan-3-yl)piperazin-1-yl]-1H-indazole